tert-butyl (6E)-6-[[3-(trifluoromethylsulfonyl)phenyl]methylene]-2-azaspiro[3.4]octane-2-carboxylate FC(S(=O)(=O)C=1C=C(C=CC1)\C=C/1\CC2(CN(C2)C(=O)OC(C)(C)C)CC1)(F)F